methyl-4-[(1-methylcyclopropyl)amino]-N-(2-methylpropyl)furo[2,3-d]pyrimidine-5-carboxamide CC=1N=C(C2=C(N1)OC=C2C(=O)NCC(C)C)NC2(CC2)C